C(C1=CC=CC=C1)OC[C@@H]1[C@@H](C[C@@]2(CCCN12)C(=O)OC)C(=O)OC(C)(C)C 2-(tert-butyl) 7a-methyl (2R,3S,7aS)-3-((benzyloxy)methyl)tetrahydro-1H-pyrrolizine-2,7a(5H)-dicarboxylate